1H-fluorene C1C=CC=C2C3=CC=CC=C3C=C12